ClC1=C(CN2[C@@H](C[C@@](CC2)(C(=O)O)CC2=NC(=CC(=C2F)C)NC2=NNC(=C2)C)CC)C=CC=C1Cl (2R,4R)-1-(2,3-dichlorobenzyl)-2-ethyl-4-((3-fluoro-4-methyl-6-((5-methyl-1H-pyrazol-3-yl)amino)-pyridin-2-yl)methyl)piperidine-4-carboxylic acid